(R)-4-(1-((1-(3-cyano-2-methylphenyl)ethyl)amino)-4-methylpyrido[3,4-d]pyridazin-7-yl)cyclohexane-1-carboxylic acid C(#N)C=1C(=C(C=CC1)[C@@H](C)NC1=C2C(=C(N=N1)C)C=NC(=C2)C2CCC(CC2)C(=O)O)C